3'-glucosyl-2',4',6'-trihydroxyacetophenone C1([C@H](O)[C@@H](O)[C@H](O)[C@H](O1)CO)C=1C(=C(C(=CC1O)O)C(C)=O)O